4-(4-(dibenzo[b,d]thiophen-4-yl)thiophen-2-yl)-4-oxobutanoic acid C1=CC=C(C=2SC3=C(C21)C=CC=C3)C=3C=C(SC3)C(CCC(=O)O)=O